2-Chloro-4-isobutoxypyridine sodium 4,4-dimethyl-4-silapentane-1-sulfonate C[Si](CCCS(=O)(=O)[O-])(C)C.[Na+].ClC1=NC=CC(=C1)OCC(C)C